4,12-bis(cyclopentyl)-1,7,9,15-tetraoxa-4,12-diaza-8-stannaspiro[7.7]Pentadecane C1(CCCC1)N1CCO[Sn]2(OCC1)OCCN(CCO2)C2CCCC2